C(C)(C)C1=C(NC2=CC=C(C=C12)OC1CNCCC1)C1=CC(=NC=C1)C 3-isopropyl-2-(2-methylpyridin-4-yl)-5-(piperidin-3-yloxy)-1H-indole